(S)-4-Ethyl-2-(8-fluoro-4-((2-methoxy-3,5-dimethylpyridin-4-yl)oxy)-5-((1,1,1-trifluoropropan-2-yl)oxy)pyrido[3,4-d]pyridazin-7-yl)-5-(hydroxymethyl)-2,4-dihydro-3H-1,2,4-triazol-3-one C(C)N1C(N(N=C1CO)C1=C(C=2C(=C(N=NC2)OC2=C(C(=NC=C2C)OC)C)C(=N1)O[C@H](C(F)(F)F)C)F)=O